C(C)N1C=NC2=C1N=NC=C2C2=CC(=C(C=C2)F)C=2C(=C1C=NN(C1=CC2)C2CCOCC2)OC 7-Ethyl-4-(4-fluoro-3-(4-methoxy-1-(tetrahydro-2H-pyran-4-yl)-1H-indazol-5-yl)phenyl)-7H-imidazo[4,5-c]pyridazine